3-{2-[4-(6-cyclobutoxy-pyridin-2-yl)-2,6-difluoro-phenyl]-cyclopropyl}-propionic acid C1(CCC1)OC1=CC=CC(=N1)C1=CC(=C(C(=C1)F)C1C(C1)CCC(=O)O)F